tin (III) fluoride [Sn](F)(F)F